1,14-diaza-3,6,9,12-tetraoxatetradecane NCOCCOCCOCCOCN